CC=1N=C2N(C=C(C=C2C)C=2N=C3C(=NC2)N=C(S3)N(C3CCNCC3)C)C1 6-(2,8-dimethylimidazo[1,2-a]pyridin-6-yl)-N-methyl-N-(piperidin-4-yl)[1,3]thiazolo[4,5-b]pyrazin-2-amine